C(C)OC([C@H](C(C)C)NC(=O)C1=CN=C(O1)C=1C=C(C=CC1)C1=CC(=NN1)C(=O)N[C@H](C(=O)OC)CC(C)C)=O (S)-Methyl 2-(5-(3-(5-(((S)-1-Ethoxy-3-Methyl-1-Oxobutan-2-yl)Carbamoyl)Oxazol-2-Yl)Phenyl)-1H-Pyrazole-3-Carboxamido)-4-Methylpentanoate